ClC1=C(C=CC=C1C1=C(C(=NC=C1)C1=CC(=C(C=C1)CNC1CCC(CC1)O)OC)C)C1=CC=C(C(=N1)OC)CNC1CCC(CC1)O (1r,4r)-4-(((6-(2-chloro-3-(2-(4-((((1r,4s)-4-hydroxycyclohexyl)amino)methyl)-3-methoxyphenyl)-3-methylpyridin-4-yl)phenyl)-2-methoxypyridin-3-yl)methyl)amino)cyclohexan-1-ol